C(C)(C)(C)OC(=O)N1CCC2(CN(CN2)CC2=NC(=NO2)C2=CC(=C(C=C2)OC2=C(C=CC=C2)C(F)(F)F)C(F)(F)F)CC1 3-((3-(3-(trifluoromethyl)-4-(2-(trifluoromethyl)phenoxy)phenyl)-1,2,4-oxadiazol-5-yl)methyl)-1,3,8-triazaspiro[4.5]decane-8-carboxylic acid tert-butyl ester